C(CCCCCC=CCCCCCCCCCCCCCCCCCCCCCC)(=O)O 7-Triacontenoic acid